e-L-Lysine N[C@@H](CCCCN)C(=O)O